1,4-O-dinonanoyl-xylitol C(CCCCCCCC)(=O)C([C@H](O)[C@@H](O)[C@H](OC(CCCCCCCC)=O)CO)O